C1(CC1)C([C@@H](C(=O)NC1=CC=C(C=C1)C=1C(=NN(C1C)C(=O)OC(C)(C)C)C)NC(=O)C=1N(N=CC1)C(CSC)C)C1CC1 tert-butyl 4-[4-[[(2S)-3,3-dicyclopropyl-2-[[2-(1-methyl-2-methylsulfanyl-ethyl)pyrazole-3-carbonyl]amino]propanoyl]amino]phenyl]-3,5-dimethyl-pyrazole-1-carboxylate